ClC1=CC=C(CN2[C@H](C(N(CC2=O)C(C)C)=O)C2=NC=C(C=C2)Cl)C=C1 (S)-4-(4-chlorobenzyl)-3-(5-chloropyridin-2-yl)-1-isopropylpiperazine-2,5-dione